6-(2-(2,6-dicarbonylpiperidin-3-yl)-1-carbonylisoindolin-4-yl)hexyl methanesulfonate CS(=O)(=O)OCCCCCCC1=C2CN(C(C2=CC=C1)=C=O)C1C(NC(CC1)=C=O)=C=O